NC1=NC2=C(N1C1CCC(N(C1)CCOC1=C(C=NN1C)C1=CC(=CN(C1=O)C)C(=O)OC)(C)C)C=C(C=C2)Br methyl 5-(5-{2-[5-(2-amino-6-bromo-1,3-benzodiazol-1-yl)-2,2-dimethylpiperidin-1-yl] ethoxy}-1-methylpyrazol-4-yl)-1-methyl-6-oxopyridine-3-carboxylate